2-Tributylstannylbenzenesulfonyl fluoride C(CCC)[Sn](C1=C(C=CC=C1)S(=O)(=O)F)(CCCC)CCCC